C(=O)([O-])[C@H](CC(=O)C1=CC2=C(S1)C=C(C(=C2)OCCCOC=2C=C1CN(CC1=CC2OC)C(C[C@@H](C(=O)[O-])C)=O)OC)C.[Na+].[Na+] sodium (S)-4-(5-(3-((2-((S)-3-carboxylatobutanoyl)-6-methoxybenzo[b]thiophen-5-yl) oxy) propoxy)-6-methoxyisoindolin-2-yl)-2-methyl-4-oxobutanoate